C1(CC1)N1C=C(C(C2=C(C(=C(C=C12)F)F)C)=O)C(=O)O 1-cyclopropyl-6,7-difluoro-5-methyl-4-oxoquinoline-3-carboxylic acid